2-(2-(2-(4-fluoro-1,3-dioxoisoquinolin-2-yl) ethoxy)-N-(7-nitrobenzo[c][1,2,5]oxadiazol-4-yl) acetamido)-(1,1'-biphenyl)-3-carboxylate FC1C(N(C(C2=CC=CC=C12)=O)CCOCC(=O)N(C1=CC=C(C2=NON=C21)[N+](=O)[O-])C2=C(C=CC=C2C(=O)[O-])C2=CC=CC=C2)=O